(7-(2,2-Difluoro-1-hydroxyethyl)-2-methylthiazolo[5,4-b]pyridin-6-yl)carbamic acid tert-butyl ester C(C)(C)(C)OC(NC=1C(=C2C(=NC1)SC(=N2)C)C(C(F)F)O)=O